N(C1=CC=CC=C1)C1=NC(=NC(=N1)S)S 6-anilino-1,3,5-triazine-dithiol